C(C1=CC=CC=C1)[C@H]1N(C(OC1)=O)C([C@H](CO)C1=CC=C(C=C1)OCC(CCC)C)=O (4R)-4-benzyl-3-[(2S)-3-hydroxy-2-{4-[(2-methylpentyl)oxy]phenyl}propionyl]-1,3-oxazolidin-2-one